FC1=CC=C(CC=2C=NN(C2)C(=O)OC(C)(C)C)C=C1 tert-Butyl 4-(4-fluorobenzyl)-1H-pyrazole-1-carboxylate